2-hexyldecyl 6-((3-((tert-butoxycarbonyl)amino)propyl)(hexadecyl)amino)-6-oxohexanoate C(C)(C)(C)OC(=O)NCCCN(C(CCCCC(=O)OCC(CCCCCCCC)CCCCCC)=O)CCCCCCCCCCCCCCCC